Tert-Butyl 5-((3-fluorophenyl)(hydroxy)methyl)thiazol-2-ylcarbamate FC=1C=C(C=CC1)C(C1=CN=C(S1)NC(OC(C)(C)C)=O)O